FC(C(=O)O)(F)F.FC1(C[C@@H]2N(C[C@@H](N(C2)C2CCN(CC2)C=2NC(=NN2)N)CC2=CC=C(C=C2)C(F)(F)F)C1)F 5-(4-((3S,8aS)-7,7-difluoro-3-(4-(trifluoromethyl)benzyl)hexahydropyrrolo[1,2-a]pyrazin-2(1H)-yl)piperidin-1-yl)-4H-1,2,4-triazol-3-amine 2,2,2-trifluoroacetate